C(C1=CC=CC=C1)N1[C@H](CC(C[C@H]1C=1N=NN(C1)C)C(=O)N(CC1=CC=C(C=C1)OC)C1=C(C=CC(=C1)C(F)(F)F)Br)C (2S,6S)-1-benzyl-N-[2-bromo-5-(trifluoromethyl)phenyl]-N-[(4-methoxyphenyl)methyl]-2-methyl-6-(1-methyltriazol-4-yl)piperidine-4-carboxamide